2-[1-(cyclopropoxy)ethyl]-4-vinyl-pyridine C1(CC1)OC(C)C1=NC=CC(=C1)C=C